FC=1C=C2CCN(C2=CC1[S@@](=O)(CCC)=N)C(=O)[C@@H]1CC2=CC=C(C=C2C1)C1=NC=CC=C1 (S)-(5-fluoro-1-((R)-5-(pyridin-2-yl)-2,3-dihydro-1H-indene-2-carbonyl)indolin-6-yl)(imino)(propyl)-λ6-sulfanone